CC1=C(C=CC(=C1)OC(F)(F)F)NC1=C(C(=O)O)C=C(C=N1)C(F)(F)F ((2-methyl-4-(trifluoromethoxy)phenyl)amino)-5-(trifluoromethyl)nicotinic acid